OC1=C(CC2C(N(C(C2)=O)CC(=O)OCC)=O)C=CC(=C1)O ethyl [3-(2,4-dihydroxybenzyl)-2,5-dioxopyrrolidin-1-yl]acetate